CC(C)N(C1=CC=C(C=C1)F)C(=O)CS(=O)(=O)O The molecule is an organosulfonic acid that is 2-oxoethanesulfonic acid substituted by a (4-fluorophenyl)(propan-2-yl)amino group at position 2. It is metabolite of the herbicide flufenacet. It has a role as a marine xenobiotic metabolite. It is a member of monofluorobenzenes, an organosulfonic acid and an aromatic amide.